methyl 5-[(1S,4R,5R)-5-[[5-cyclopropyl-3-(2,6-dichlorophenyl)-1,2-oxazol-4-yl]methoxy]-3-oxo-2-azabicyclo[2.2.1]heptan-2-yl]-2,3-dihydro-1H-indene-2-carboxylate C1(CC1)C1=C(C(=NO1)C1=C(C=CC=C1Cl)Cl)CO[C@H]1[C@@H]2C(N([C@H](C1)C2)C=2C=C1CC(CC1=CC2)C(=O)OC)=O